2-(acryloyloxy)ethanesulfonic acid C(C=C)(=O)OCCS(=O)(=O)O